COCOC1=CC=C(C=C1)OCOC 1,4-bis(methoxymethoxy)benzene